C(C)(C)C1=CNC2=NC=C(C=C21)B(O)O (3-isopropyl-1H-pyrrolo[2,3-b]pyridin-5-yl)boronic acid